(2-((6-((5,6,7,8-tetrahydro-1,6-naphthyridin-2-yl)amino)-1H-pyrazolo[3,4-d]pyrimidin-4-yl)amino)phenyl)dimethylphosphine oxide N1=C(C=CC=2CNCCC12)NC1=NC(=C2C(=N1)NN=C2)NC2=C(C=CC=C2)P(C)(C)=O